Tetramethyldisilylene(3-neopentyl-cyclopentadienyl)(4-phenyl-1,5,6,7-tetrahydro-s-indacenyl)zirconium dichloride [Cl-].[Cl-].C[Zr](C1C=CC2=C(C=3CCCC3C=C12)C1=CC=CC=C1)(C1C=C(C=C1)CC(C)(C)C)(=[SiH2])(=[SiH2])(C)(C)C